5-chloro-6-fluoropyrazolo[1,5-a]pyrimidine-3-carboxylic acid ethyl ester C(C)OC(=O)C=1C=NN2C1N=C(C(=C2)F)Cl